C(C(=C)C)(=O)OC1=CC=C(C=C1)C(C)(C)C1=CC=C(C=C1)OC(C(=C)C)=O 2,2-bis[4-methacryloxyphenyl]propane